C(#N)NC1CC(C1)(C(=O)NC1=CC(=NN1)C1=CC=C(C=C1)C(F)(F)F)F (1s,3s)-3-(cyanoamino)-1-fluoro-N-{3-[4-(trifluoromethyl)phenyl]-1H-pyrazol-5-yl}cyclobutane-1-carboxamide